ClC=1C=NN2C1N=C(C=C2Cl)C(F)F 3,7-dichloro-5-(difluoromethyl)pyrazolo[1,5-a]pyrimidine